CC=1C=CC(=C(C1)C=1C(=C(C(=CC1O)CCCCC)S(=O)(=O)C1=CC=C(C=C1)[N+](=O)[O-])O)C(=C)C 5'-methyl-3-((4-nitrophenyl)sulfonyl)-4-pentyl-2'-(prop-1-en-2-yl)-[1,1'-biphenyl]-2,6-diol